(S)-8-(3,5-Bis(trifluoromethyl)phenyl)-2-(2-(2-chloro-4-(trifluoromethoxy)phenoxy)acetyl)-1,3,4,12a-tetrahydrobenzo[e]pyrazino[1,2-a][1,4]diazepine-6,12(2H,11H)-dione FC(C=1C=C(C=C(C1)C(F)(F)F)C1=CC2=C(NC([C@H]3N(C2=O)CCN(C3)C(COC3=C(C=C(C=C3)OC(F)(F)F)Cl)=O)=O)C=C1)(F)F